FC1=C2CCN(C2=CC(=C1)F)CC=1C=C(C=C2C(C=C(OC12)N1CCOCC1)=O)C(=O)N1CCOCC1 8-((4,6-difluoroindolin-1-yl)methyl)-6-(morpholine-4-carbonyl)-2-morpholino-4H-chromen-4-one